CC1=NOC(=C1CNC1=NC=CC(=N1)C1=CC=CC=C1)C1=CC=C(C=N1)OC1CCCC1 3-((6-(3-Methyl-4-(((4-phenylpyrimidin-2-yl)amino)methyl)isoxazol-5-yl)pyridin-3-yl)oxy)cyclopentan